2-[4-(trifluoromethoxy)phenyl]-6-oxa-2,9-diazaspiro[4.5]decane-9-carboxylic acid tert-butyl ester C(C)(C)(C)OC(=O)N1CCOC2(CCN(C2)C2=CC=C(C=C2)OC(F)(F)F)C1